C(CCCCCCCCC)OC(CCCCCCCCCCCCCCCCC(=O)OCCCCCOC(NCCOCCN(C)C)=O)=O 2-methyl-9-oxo-2,8-diaza-5,10-dioxapentadec-15-yl 18-(decyloxy)-18-oxooctadecanoate